4-((S)-2-((S)-2-(((allyloxy)carbonyl)amino)-3-methylbutanamido)-propanamido)benzyl (2-((S)-2-(hydroxymethyl)piperidine-1-carbonyl)-4-methoxy-5-((triisopropylsilyl)oxy)phenyl)carbamate OC[C@H]1N(CCCC1)C(=O)C1=C(C=C(C(=C1)OC)O[Si](C(C)C)(C(C)C)C(C)C)NC(OCC1=CC=C(C=C1)NC([C@H](C)NC([C@H](C(C)C)NC(=O)OCC=C)=O)=O)=O